(R)-4-((8-cyclohexyl-5,7-dimethyl-6-oxo-5,6,7,8-tetrahydropteridin-2-yl)amino)-3-methoxybenzoic acid C1(CCCCC1)N1[C@@H](C(N(C=2C=NC(=NC12)NC1=C(C=C(C(=O)O)C=C1)OC)C)=O)C